NC=1C(=NC(=CN1)C1=CC=C(C=C1)C)C(=O)NC1=CC=C(C=C1)S(NC(C(C)C)=O)(=O)=O 3-amino-N-(4-(N-isobutyrylsulfamoyl)phenyl)-6-p-tolylpyrazine-2-carboxamide